COC=1C=C(CNC2=C3NC=NC3=NC=N2)C=C(C1)OC 6-(3,5-dimethoxybenzylamino)purine